NCC=1C=C(C=CC1)C=1C=C(C2=C(C(=C(O2)C(F)F)COC2=C(C=CC(=C2)OC)CC(=O)O)C1)NCC1CC1 2-(2-((5-(3-(aminomethyl)phenyl)-7-((cyclopropylmethyl)amino)-2-(difluoromethyl)benzofuran-3-yl)methoxy)-4-methoxyphenyl)acetic acid